O1C=C(C=C1)C(=O)N1N=C(C(=C1OCC1=CC=C(C=C1)C(N)=N)C)C1C(CN(CC1=O)C(=O)N1CC(CC1)O)C 4-({[1-(furan-3-carbonyl)-3-[1-(3-hydroxypyrrolidine-1-carbonyl)-3-methyl-5-oxopiperidin-4-yl]-4-methyl-1H-pyrazol-5-yl]oxy}methyl)benzene-1-carboximidamide